CC[C@@]12C=CC[NH+]3[C@@H]1[C@]4(CC3)[C@H]([C@]([C@@H]2O)(C(=O)OC)O)N(C5=C4C=CC(=C5)O)C The molecule is the conjugate acid of 11-O-demethyl-17-O-deacetylvindoline arising from protonation of the tertiary amino group; major species at pH 7.3. It is a conjugate acid of an 11-O-demethyl-17-O-deacetylvindoline.